C(#N)C1=CC(=NC=C1)N1C=C(C=2C(=NC=CC21)N2C[C@H](N(C[C@@H]2C)C(=O)OC(C)(C)C)C)C tert-butyl (2R,5S)-4-(1-(4-cyanopyridin-2-yl)-3-methyl-1H-pyrrolo[3,2-c]pyridin-4-yl)-2,5-dimethylpiperazine-1-carboxylate